(1s,3s)-1-methyl-3-((2-methyl-4-(2-(trifluoromethoxy)-4-(trifluoromethyl)phenyl)pyrazolo[1,5-d][1,2,4]triazin-7-yl)amino)cyclobutan-1-ol CC1(CC(C1)NC1=NN=C(C=2N1N=C(C2)C)C2=C(C=C(C=C2)C(F)(F)F)OC(F)(F)F)O